CN1CCN(CC1)CC1=C(C=CC=C1)C(\C=C/C=1C=C(C(=O)O)C=CC1)=O 3-[(Z)-3-[2-[(4-Methylpiperazin-1-yl)methyl]phenyl]-3-oxoprop-1-enyl]benzoic acid